COC(=O)C1CN(CCC1)C1=NC=NC2=CC(=CC=C12)Cl 1-(7-chloroquinazolin-4-yl)piperidine-3-carboxylic acid methyl ester